4-(4-Fluorophenyl)-2-methoxybenzofuro[3,2-b]pyridine-3-carbonitrile FC1=CC=C(C=C1)C1=C2C(=NC(=C1C#N)OC)C1=C(O2)C=CC=C1